C(C)(C)(C)OC(=O)N1CCC(CC1)C1=CC=C2C3=C(N(C2=C1)C(=O)OC(C)(C)C)N=CN=C3Cl tert-butyl 7-(1-(tert-butoxycarbonyl) piperidin-4-yl)-4-chloro-9H-pyrimido[4,5-b]indole-9-carboxylate